7-butyl-5-[2-[5,5-dimethyl-2,4-dioxo-3-(2-trimethylsilylethoxymethyl)imidazolidin-1-yl]spiro[3.5]nonan-7-yl]-4,6-dioxo-isothiazolo[3,4-d]pyrimidine-3-carbonitrile C(CCC)N1C(N(C(C=2C1=NSC2C#N)=O)C2CCC1(CC(C1)N1C(N(C(C1(C)C)=O)COCC[Si](C)(C)C)=O)CC2)=O